C(C1=CC=CC=C1)N1C=C2C(C=C1)=NC(=N2)C2=NNC1=CC(=CC(=C21)F)C2=C(C=C(C(=C2)F)OCC2=CC=CC=C2)CC 5-benzyl-2-(6-(4-(benzyloxy)-2-ethyl-5-fluorophenyl)-4-fluoro-1H-indazol-3-yl)-5H-imidazo[4,5-c]pyridine